OCCCCOC(CC(C)=O)=O 3-oxobutanoic acid (3R)-hydroxybutyl ester